(S)-N-(5-(tert-butyl)-1-(tetrahydrofuran-3-yl)-1H-pyrazol-3-yl)-7-chloro-1-methyl-6-((2-methylpyrazolo[1,5-a]pyrimidin-6-yl)oxy)-1H-imidazo[4,5-b]pyridin-2-amine C(C)(C)(C)C1=CC(=NN1[C@@H]1COCC1)NC=1N(C=2C(=NC=C(C2Cl)OC=2C=NC=3N(C2)N=C(C3)C)N1)C